CC1=C(C=CC2=C1C=C(O2)C(=O)O)N2CCN(CC2)CC2=CC(=CC=C2)OC(F)(F)F 4-methyl-5-[4-(3-trifluoromethoxy-benzyl)-piperazin-1-yl]-benzofuran-2-carboxylic acid